2-(2,2-Difluorocyclopropoxy)acetaldehyde FC1(C(C1)OCC=O)F